C(=O)O.ClC=1C=C2CCCN(C2=C(C1)C=1C2=C(N=CN1)C=C(S2)CN2C(CCC2=O)=O)[C@H]2CNC1(CCC1)C2 (R)-1-((4-(6-chloro-1-(5-azaspiro[3.4]octan-7-yl)-1,2,3,4-tetrahydroquinolin-8-yl)thieno[3,2-d]pyrimidin-6-yl)methyl)pyrrolidine-2,5-dione, formic acid salt